tert-butyl 4-(4-(1-((3-fluoro-5-(hydrazinecarbonyl)pyridin-2-yl)methyl)-1H-1,2,3-triazol-4-yl)phenyl)piperidin-1-carboxylate FC=1C(=NC=C(C1)C(=O)NN)CN1N=NC(=C1)C1=CC=C(C=C1)C1CCN(CC1)C(=O)OC(C)(C)C